FC(N1N=CC(=C1)C1=CC=C(C=C1)C1=NOC(C1)(O)C(F)(F)F)F 3-[4-[1-(difluoromethyl)pyrazol-4-yl]phenyl]-5-(trifluoromethyl)-4H-1,2-oxazol-5-ol